ClC1=NC=CC=C1C(=O)O 2-chloro-3-pyridineformic acid